3,3-dimethyl-3'H-spiro[cyclohexane-1,1'-furo[3,4-c]pyridin]-4-one CC1(CC2(OCC=3C=NC=CC32)CCC1=O)C